aminoisohexanoic acid NC(C(=O)O)CC(C)C